eicosatrienoic acid isobutyl ester C(C(C)C)OC(C=CC=CC=CCCCCCCCCCCCCC)=O